1,2-difluoro-4-(methylsulfinyl)benzene FC1=C(C=C(C=C1)S(=O)C)F